Methyl-5-(piperidin-4-yl)-3,7-dihydrothieno[2,3-b]pyridin-6(2H)-one hydrochloride Cl.CC1CC2=C(NC(C(=C2)C2CCNCC2)=O)S1